FC1=C(C=CC=C1F)[C@H]([C@@H](OS(=O)(=O)C)[C@@H]1N(CCC1)C(=O)OCC1=CC=CC=C1)C1=CC(=CC=C1)F benzyl (R)-2-((1R,2R)-2-(2,3-difluorophenyl)-2-(3-fluorophenyl)-1-((methylsulfonyl)oxy)ethyl)pyrrolidine-1-carboxylate